COC=1C=C(C=CC=O)C=CC1 m-methoxycinnamaldehyde